ClC=1C=2C(N=C3N(C2C=CC1)C1=CC=C(C=C1C3(C)C)C3CC(CCC3)N3CC1(CN(C1)C1=CC(=C(C(=C1)F)C1C(NC(CC1)=O)=O)F)C3)=O 3-(4-(6-(3-(4-chloro-7,7-dimethyl-5-oxo-5,7-dihydroindolo[1,2-a]quinazolin-9-yl)cyclohexyl)-2,6-diazaspiro[3.3]heptan-2-yl)-2,6-difluorophenyl)piperidine-2,6-dione